C(=CC)[C@](N)(CS)C(=O)O 2-propenyl-L-cysteine